3-Ethyl-3-[5-[2-[4-(pentafluoro-λ6-sulfanyl)anilino]-3-pyridyl]-1,3,4-oxadiazol-2-yl]pyrrolidin-2-one C(C)C1(C(NCC1)=O)C=1OC(=NN1)C=1C(=NC=CC1)NC1=CC=C(C=C1)S(F)(F)(F)(F)F